NC=1C(N(C=C(C1)C1CC1)C1COCCC1)=O 3-amino-5-cyclopropyl-1-(tetrahydro-2H-pyran-3-yl)pyridin-2(1H)-one